CC(=O)CCCCCCCCC Methyl-n-nonyl keton